C(C)(C)(C)OC(=O)N1C(CCCC1)C=1N(C(=C(N1)C1=CC=C(C=C1)C(NC1=NC=CC(=C1)C1=CC=C(C=C1)F)=O)C(=O)OCC)N 1-amino-5-(ethoxycarbonyl)-4-(4-((4-(4-fluorophenyl)pyridin-2-yl)Carbamoyl)phenyl)-1H-imidazol-2-yl-piperidine-1-carboxylic acid tert-butyl ester